(1R)-1-[2-[[5-[4-(2-hydroxyethyl)piperazin-1-yl]-6-methylpyridin-2-yl]amino]-8-piperidin-1-ylpyrido[3,4-d]pyrimidin-6-yl]ethanol OCCN1CCN(CC1)C=1C=CC(=NC1C)NC=1N=CC2=C(N1)C(=NC(=C2)[C@@H](C)O)N2CCCCC2